CCCC(CCCCCCC)O 4-Undecanol